C1=CC=CC=2OPOC3=C(CC21)C=CC=C3 benzo[d][1,3,2]benzodioxaphosphocin